(1S,2R,3R,4S,5R)-N-(3,4-dichlorophenyl)-5-hydroxy-3-(pyridin-4-yl)-7-oxabicyclo[2.2.1]heptane-2-carboxamide ClC=1C=C(C=CC1Cl)NC(=O)[C@H]1[C@@H]2C[C@H]([C@H]([C@H]1C1=CC=NC=C1)O2)O